C(C)(C)(C)OC(=O)N1CC(C1)C12CC(C1)(C2)B(O)O [3-(1-tert-butoxycarbonylazetidin-3-yl)-1-bicyclo[1.1.1]pentanyl]boronic acid